ClC1=C(C(=NN1C)C(F)(F)F)\C=C\C(C)(S(=O)N)C [(1E)-[5-chloro-1-methyl-3-(trifluoromethyl)pyrazol-4-yl]methylidene]-2-methylpropane-2-sulfinamide